(R)-5-(2-fluoro-6-hydroxy-4-((piperidin-3-ylamino)methyl)phenyl)-1,2,5-thiadiazolidin FC1=C(C(=CC(=C1)CN[C@H]1CNCCC1)O)N1CCNS1